(3-chlorophenyl)(8-phenyl-1,3,4,5-tetrahydro-2H-pyrido[4,3-b]indol-2-yl)methanone ClC=1C=C(C=CC1)C(=O)N1CC2=C(NC=3C=CC(=CC23)C2=CC=CC=C2)CC1